3-((3-acetylphenyl)sulfonamido)-N-(3-(trifluoromethyl)phenyl)benzamide C(C)(=O)C=1C=C(C=CC1)S(=O)(=O)NC=1C=C(C(=O)NC2=CC(=CC=C2)C(F)(F)F)C=CC1